benzyl 2-(3-(3-ethoxy-3-oxopropyl)phenyl)-4-((1-hydroxy-2-methylpropan-2-yl)oxy)-2-methylbutanoate C(C)OC(CCC=1C=C(C=CC1)C(C(=O)OCC1=CC=CC=C1)(CCOC(CO)(C)C)C)=O